OCC(CO)(CO)NCC(=O)O (2-Hydroxy-1,1-bis(hydroxymethyl)ethyl)glycine